N-[(1r,3r)-3-(4-cyano-3,5-dimethylphenoxy)-2,2,4,4-tetramethylcyclobutyl]carbamic acid tert-butyl ester C(C)(C)(C)OC(NC1C(C(C1(C)C)OC1=CC(=C(C(=C1)C)C#N)C)(C)C)=O